ClC=1C=C(C=C(C1F)Cl)C1(CC(=NO1)N1CC2=C(C1)C=C(S2)C(=O)NCC(NCC(F)(F)F)=O)C(F)(F)F 5-(5-(3,5-dichloro-4-fluorophenyl)-5-(trifluoromethyl)-4,5-dihydroisoxazol-3-yl)-N-(2-oxo-2-((2,2,2-trifluoroethyl)amino)ethyl)-5,6-dihydro-4H-thieno[2,3-c]pyrrole-2-carboxamide